C(C)OC(=O)C=1C(C=C2N(C(CN3N=C4C(=CC=CC4=C32)OCC3COCC3)C(C)(C)C)C1)=O 6-(tert-butyl)-2-oxo-10-((tetrahydrofuran-3-yl)methoxy)-6,7-dihydro-2H-pyrido[2',1':3,4]pyrazino[1,2-b]indazole-3-carboxylic acid ethyl ester